cyclopropyl-(naphthalen-1-yl)methanone C1(CC1)C(=O)C1=CC=CC2=CC=CC=C12